C1NCC12OC(NC2)=O 5-oxa-2,7-diazaspiro[3.4]octane-6-one